1-bromo-2,6-difluoro-4-butyl-benzene BrC1=C(C=C(C=C1F)CCCC)F